4-((1r,4r)-4-((4-(4'-chloro-5'-oxo-5'H-spiro[cyclohexane-1,7'-indolo[1,2-a]quinazolin]-10'-yl)piperidin-1-yl)methyl)cyclohexane-1-carbonyl)piperazin ClC=1C=2C(N=C3N(C2C=CC1)C1=CC(=CC=C1C31CCCCC1)C1CCN(CC1)CC1CCC(CC1)C(=O)N1CCNCC1)=O